N1CC(C1)CN1C=CCC2=C(C(=C(C=C12)Cl)C1=C(C=CC=C1O)F)F 1-(azetidin-3-ylmethyl)-7-chloro-5-fluoro-6-(2-fluoro-6-hydroxyphenyl)-1,4-dihydroquinoline